O1C(CCCC1)N1N=CC=2C1=NC(=CC2)/C=C/C(=O)OC Methyl (E)-3-(1-(tetrahydro-2H-pyran-2-yl)-1H-pyrazolo[3,4-b]pyridin-6-yl)acrylate